C1(=CCC=C1)P(C1=CC=CC=C1)C1=CC=CC=C1 1-cyclopent-1,4-dienyl-(diphenyl)phosphine